[4-[5-[1-(benzenesulfonyl)pyrrolo[2,3-b]pyridin-4-yl]-3-pyridinyl]phenyl]pyrrolidin-2-one C1(=CC=CC=C1)S(=O)(=O)N1C=CC=2C1=NC=CC2C=2C=C(C=NC2)C2=CC=C(C=C2)N2C(CCC2)=O